6,14-dimethyl-octadecanoic acid CC(CCCCC(=O)O)CCCCCCCC(CCCC)C